(2-chloro-4-methoxyphenoxy)-5-(2,6-dichlorophenyl)-6H-pyrimido[1,6-b]pyridazin-6-one ClC1=C(OC=2C=CC=3N(N2)C=NC(C3C3=C(C=CC=C3Cl)Cl)=O)C=CC(=C1)OC